methyl 4-mercapto-3-nitrobenzoate methyl-4-fluoro-3-nitrobenzoate COC(C1=CC(=C(C=C1)F)[N+](=O)[O-])=O.SC1=C(C=C(C(=O)OC)C=C1)[N+](=O)[O-]